3-(2-chloro-4-fluorophenyl)-8-((2-chlorothiazol-5-yl)methyl)pyrido[2,3-d]pyrimidine-2,4(3H,8H)-dione ClC1=C(C=CC(=C1)F)N1C(N=C2C(C1=O)=CC=CN2CC2=CN=C(S2)Cl)=O